N-(2-(5-(2-acetamidopyridin-4-yl)-2-(methylthio)-1H-imidazol-4-yl)phenyl)-2,6-difluorobenzamide C(C)(=O)NC1=NC=CC(=C1)C1=C(N=C(N1)SC)C1=C(C=CC=C1)NC(C1=C(C=CC=C1F)F)=O